FC1=C(C=CC=C1)C1CCC(N1C1=C(C=C(C=C1)C1=NOC(=N1)C(F)(F)F)F)=O 5-(2-fluorophenyl)-1-{2-fluoro-4-[5-(trifluoromethyl)-1,2,4-oxadiazol-3-yl]phenyl}pyrrolidin-2-one